7-(3-Dimethylamino-propoxy)-6,6-dimethyl-11-oxo-6,11-dihydro-5H-benzo[b]carbazole-3-carbonitrile CN(CCCOC1=CC=CC2=C1C(C=1NC3=CC(=CC=C3C1C2=O)C#N)(C)C)C